5-Cyano-N-(3-(4-fluoro-3-methylphenyl)-1H-indazol-5-yl)-3-methylpicolinamide C(#N)C=1C=C(C(=NC1)C(=O)NC=1C=C2C(=NNC2=CC1)C1=CC(=C(C=C1)F)C)C